FC=1C=C(C2=C(C(=NS2(=O)=O)N(\N=C\C2=CC(=C(C=C2)O)OC)C)C1)C 4-[(E)-[(5-fluoro-7-methyl-1,1-dioxo-1,2-benzothiazol-3-yl)-methyl-hydrazono]methyl]-2-methoxy-phenol